C1(=CC=CC=C1)CN[C@H](C(=O)OCC1=CC=CC=C1)CC(C)C benzyl (S)-2-(phenylmethylamino)-4-methylpentanoate